FC=1C=C(C=C(C1)F)N1C(OC(C1)(C)C(=O)N[C@H]1CC=C(C1)C(=O)OC)=O Methyl (4S)-4-[[[3-(3,5-difluorophenyl)-5-methyl-2-oxo-5-oxazolidinyl]carbonyl]amino]-1-cyclopentene-1-carboxylate